tert-butyl 5-amino-4-benzyl-1H-indole-1-carboxylate NC=1C(=C2C=CN(C2=CC1)C(=O)OC(C)(C)C)CC1=CC=CC=C1